(3R,4R)-1-(4-chloro-3-fluorophenyl)pyrrolidine-3,4-diol ClC1=C(C=C(C=C1)N1C[C@H]([C@@H](C1)O)O)F